1-[(1S)-1-(ethoxymethyl)-2,2-dimethyl-propyl]imidazo[4,5-c]quinolin-4-amine hydrochloride Cl.C(C)OC[C@H](C(C)(C)C)N1C=NC=2C(=NC=3C=CC=CC3C21)N